CC1(O[C@H]2[C@@H](O1)OC(C2=CC(=O)OCC)(COS(=O)(=O)C)COS(=O)(=O)C)C Ethyl 2-((3aR,6aR)-2,2-dimethyl-5,5-bis(((methylsulfonyl)oxy)methyl)dihydrofuro[2,3-d][1,3]dioxol-6(5H)-ylidene)acetate